C(C)(C)(C)OC(=O)C=1NN=C2N=C(C=CC21)F.C=C=CC[Pd] carbeneallylpalladium tert-butyl-6-fluoro-2H-pyrazolo[3,4-b]pyridine-3-carboxylate